FC(C=1C(=NC=CC1)CN1C(C(=CC=2C1=NC(=CN2)C)[C@H]2C[C@@H](CC2)C2=C(C=CC=C2C)F)=O)F 5-((3-(Difluoromethyl)pyridin-2-yl)methyl)-7-((1R,3R)-3-(2-fluoro-6-methylphenyl)cyclopentyl)-3-methylpyrido[2,3-b]pyrazin-6(5H)-one